C=1(C(C(C(C=CC=S)=CC1)=S)=S)O demethyl-anetholtrithione